C(C)(C)(C)OC(=O)NC(C(=O)OC1=CC=CC=C1)(C)C phenyl 2-((tert-butoxycarbonyl) amino)-2-methylpropionate